dodec-ane CCCCCCCCCCCC